1-(5-chloro-2-thienyl)-2,4-dimethyl-pentan-2-amine ClC1=CC=C(S1)CC(CC(C)C)(N)C